2,2',2''-(10-(2-((3-(3-(guanidinomethyl)benzamido)butyl)amino)-2-oxoethyl)-1,4,7,10-tetraazacyclododecane-1,4,7-triyl)Triacetic Acid N(C(=N)N)CC=1C=C(C(=O)NC(CCNC(CN2CCN(CCN(CCN(CC2)CC(=O)O)CC(=O)O)CC(=O)O)=O)C)C=CC1